3-Methyl-4-(6-(methyl(7H-pyrrolo[2,3-d]pyrimidin-4-yl)amino)-2-azaspiro[3.3]heptan-2-carbonyl)benzonitril CC=1C=C(C#N)C=CC1C(=O)N1CC2(C1)CC(C2)N(C=2C1=C(N=CN2)NC=C1)C